N-acetoxy-N-{4-acetoxyimino-4-[9-ethyl-6-(o-toluoyl)-9H-carbazol-3-yl]butan-2-yl}acetamide C(C)(=O)ON(C(C)=O)C(C)CC(C=1C=CC=2N(C3=CC=C(C=C3C2C1)C(=O)C=1C(=CC=CC1)C)CC)=NOC(C)=O